N-[4-(1,1-dimethylethyl)phenyl][1,1':3',1''-terphenyl]-5'-amine CC(C)(C)C1=CC=C(C=C1)NC=1C=C(C=C(C1)C1=CC=CC=C1)C1=CC=CC=C1